({2-[4-(2,3-dihydro-1,4-benzodioxin-6-yl)-3-methylpyridin-2-yl]-5-formyl-1,3-benzoxazol-6-yl}oxy)acetonitrile O1CCOC2=C1C=CC(=C2)C2=C(C(=NC=C2)C=2OC1=C(N2)C=C(C(=C1)OCC#N)C=O)C